C(#C)C1=CC(=C(CNC(=O)[C@H]2N(C[C@@H](C2)OP(=O)(O)O)C([C@H](C(C)(C)C)NC(OC2=CC=CC=C2)=O)=O)C=C1)F Phenyl ((S)-1-((2S,4R)-2-((4-ethynyl-2-fluorobenzyl)carbamoyl)-4-(phosphonooxy)pyrrolidin-1-yl)-3,3-dimethyl-1-oxobutan-2-yl)carbamate